3-Methyl-3H-imidazole-4-carboxylic Acid [4-(5-benzoyl-1H-benzoimidazol-2-yl)-phenyl]-amide C(C1=CC=CC=C1)(=O)C1=CC2=C(NC(=N2)C2=CC=C(C=C2)NC(=O)C=2N(C=NC2)C)C=C1